C1(CC1)COC1=C(C=CC(=C1)C(F)(F)F)NC(C(C)(C)N1N=CC(=C1)I)=O N-(2-(cyclopropylmethoxy)-4-(trifluoromethyl)phenyl)-2-(4-iodo-1H-pyrazol-1-yl)-2-Methylpropionamide